(R)-(3-aminopiperidin-1-yl)(2-(6-(cyclopropylmethyl)-6H-furo[2,3-b]pyrrol-5-yl)-7-methoxy-1-methyl-1H-benzo[d]imidazol-5-yl)methanone N[C@H]1CN(CCC1)C(=O)C1=CC2=C(N(C(=N2)C2=CC3=C(N2CC2CC2)OC=C3)C)C(=C1)OC